tert-butyl (3R)-3-formyl-5-[(3S)-3-methylmorpholin-4-yl]-3,4-dihydro-1H-isoquinoline-2-carboxylate C(=O)[C@@H]1N(CC2=CC=CC(=C2C1)N1[C@H](COCC1)C)C(=O)OC(C)(C)C